BrC=1C=C2C(C(N(C2=C(C1)OC)CC(=O)NCCCC(=O)O)=O)(C)C 4-(2-(5-bromo-7-methoxy-3,3-dimethyl-2-oxoindolin-1-yl)acetamido)butanoic acid